OC1(CC(C1)C(=O)N1CC2(C1)C[C@@H](CC2)C2=CC=C(C=C2)C(C)C)C |r| (rac)-((1s,3s)-3-Hydroxy-3-methylcyclobutyl)(6-(4-isopropylphenyl)-2-azaspiro[3.4]octan-2-yl)methanone